Cl.Cl.S=O sulfanone dihydrochloride